Tert-Butyl 4-[4-[(3-carbamoyl-6-morpholino-pyrazin-2-yl)amino]phenyl]piperidine-1-carboxylate C(N)(=O)C=1C(=NC(=CN1)N1CCOCC1)NC1=CC=C(C=C1)C1CCN(CC1)C(=O)OC(C)(C)C